COC=1C=C2C(=NC=NC2=CC1OC)N1N=C(N=C1N)NC1=CC(=C(C=C1)N1CCC(CC1)N1CCCCC1)F 1-(6,7-dimethoxyquinazolin-4-yl)-N3-(3-fluoro-4-(4-piperidin-1-ylpiperidin-1-yl)phenyl)-1H-1,2,4-triazole-3,5-diamine